COC1=C(C=C(C(=C1)OCC1=CC=C(C=C1)OC)C)N1N=C(C=2C=NC(=CC21)C=2C=NN1C2N=CC=C1)C 1-(2-methoxy-4-((4-methoxybenzyl)oxy)-5-methylphenyl)-3-methyl-6-(pyrazolo[1,5-a]pyrimidin-3-yl)-1H-pyrazolo[4,3-c]pyridine